C(C)C1(COC1)COC(CO[SiH3])(OCC1(COC1)CC)OCC1(COC1)CC tris[(3-ethyloxetan-3-yl)methoxy]ethoxysilane